[N].C=1C=CCN2C=CC=CC12 quinolizine nitrogen